(azetidin-3-yloxy)-4-methyl-N-(5-(trifluoromethyl)pyridin-3-yl)benzamide N1CC(C1)OC1=C(C(=O)NC=2C=NC=C(C2)C(F)(F)F)C=CC(=C1)C